4-cinnamyl-3-hydroxy-5-(2,4-dimethoxyphenyl)-1-(3-methylphenyl)-1H-pyrrol-2(5H)-one C(C=CC1=CC=CC=C1)C1=C(C(N(C1C1=C(C=C(C=C1)OC)OC)C1=CC(=CC=C1)C)=O)O